C(C1=CC=CC=C1)OC1=C(C(=CC=C1)[N+](=O)[O-])Br 1-(benzyloxy)-2-bromo-3-nitrobenzene